2-hydroxy-N-(2-isopropyl-5-methyl-4-(4-(trifluoromethyl)phenoxy)phenyl)pyrazolo[1,5-a]Pyridine-3-carboxamide OC1=NN2C(C=CC=C2)=C1C(=O)NC1=C(C=C(C(=C1)C)OC1=CC=C(C=C1)C(F)(F)F)C(C)C